3-(3-(trifluoromethoxy)benzyl)-1,7-naphthyridin-2(1H)-one FC(OC=1C=C(CC=2C(NC3=CN=CC=C3C2)=O)C=CC1)(F)F